(3S,3aR,8bR)-3a-(4-bromophenyl)-8b-hydroxy-6,8-dimethoxy-3-phenyl-2,3,3a,8b-tetrahydro-1H-cyclopenta[b]benzofuran-1-one BrC1=CC=C(C=C1)[C@@]12OC3=C([C@@]1(C(C[C@H]2C2=CC=CC=C2)=O)O)C(=CC(=C3)OC)OC